iridium-tin-cerium hydrochloric acid Cl.[Ce].[Sn].[Ir]